C(C1=CC=CC=C1)N(CCO)C 2-(benzylmethylamino)ethanol